CC1CCC=2C1=NN(C2C(F)(F)F)CC(=O)O 2-[6-methyl-3-(trifluoromethyl)-5,6-dihydro-4H-cyclopenta[c]pyrazol-2-yl]acetic acid